5-(1-(2,2-Difluoroethyl)-2-methyl-1H-benzo[d]imidazol-6-yl)-N-((3R,4S)-3-fluoro-1-methylpiperidin-4-yl)-4-methoxypyrrolo[2,1-f][1,2,4]triazin-2-amine FC(CN1C(=NC2=C1C=C(C=C2)C=2C=CN1N=C(N=C(C12)OC)N[C@@H]1[C@@H](CN(CC1)C)F)C)F